Ethyl-(5R)-5-methyl-2-phenyl-6,7-dihydro-5H-pyrazolo[5,1-b][1,3]oxazine-3-carboxylate C(C)OC(=O)C=1C(=NN2C1O[C@@H](CC2)C)C2=CC=CC=C2